(RS)-4-Chloro-N-[4-(pyrrolidine-3-carbonyl)-phenyl]-benzamide hydrochloride Cl.ClC1=CC=C(C(=O)NC2=CC=C(C=C2)C(=O)[C@H]2CNCC2)C=C1 |r|